ClC1=C(C(=CC=C1)F)C1NCCOC1 3-(2-chloro-6-fluorophenyl)morpholine